CNS(=O)(=O)CNC1=NN2C(CN(CCC2)C=2C3=C(N=CN2)CNCC3)=C1 4-(2-((methylsulfamoyl)methylamino)-7,8-dihydro-4H-pyrazolo[1,5-a][1,4]diazepin-5(6H)-yl)-6,8-dihydro-5H-pyrido[3,4-d]pyrimidine